C1(CC1)C1=NNC(=N1)C1CC2(CN(C2)C(=O)N2CC3(C2)CC(C3)CC=3N=CC=2N(C3)C=C(N2)C(F)(F)F)C1 [6-(3-cyclopropyl-1H-1,2,4-triazol-5-yl)-2-azaspiro[3.3]heptan-2-yl]-[6-[[2-(trifluoromethyl)imidazo[1,2-a]pyrazin-6-yl]methyl]-2-azaspiro[3.3]heptan-2-yl]methanone